C(C(C)(C)C)(=O)O.OC(O)C(C)(CO)C hydroxyNeopentyl glycol pivalate